6-[8-(methoxycarbonyl)naphthalen-2-yl]pyridine-2-carboxylate COC(=O)C=1C=CC=C2C=CC(=CC12)C1=CC=CC(=N1)C(=O)[O-]